2-(1-Benzothiophen-3-yl)-8-methyl-5-[(1S)-1-phenylethoxy]quinoline S1C=C(C2=C1C=CC=C2)C2=NC1=C(C=CC(=C1C=C2)O[C@@H](C)C2=CC=CC=C2)C